ClC=1C(=NC=CC1C1=C(C(=CC=C1)NC1=NC=CC(=C1F)CNCCO)Cl)C1=CC(=C(CNC[C@@H]2CCC(N2)=O)C=C1)OC (S)-5-(((4-(3-chloro-4-(2-chloro-3-((3-fluoro-4-(((2-hydroxyethyl)amino)methyl)pyridin-2-yl)amino)phenyl)pyridin-2-yl)-2-methoxybenzyl)amino)methyl)pyrrolidin-2-one